Tetracosanal C(CCCCCCCCCCCCCCCCCCCCCCC)=O